C(#N)C1=CC=C(C=C1)NC=1N=C(C2=C(N1)CCN(C2)CC2=C(C=CC=C2)O)OC2=C(C=C(C#N)C=C2C)C 4-((2-((4-Cyanophenyl)amino)-6-(2-hydroxybenzyl)-5,6,7,8-tetrahydropyrido[4,3-d]pyrimidine-4-yl)oxy)-3,5-dimethylbenzonitrile